1-(2,2-Dimethoxyethyl)-2-isocyanobenzene COC(CC1=C(C=CC=C1)[N+]#[C-])OC